butanediol bis(3-mercapto-2-methylpropionate) SCC(C(=O)OC(CCC)OC(C(CS)C)=O)C